(S)-N-(8-(methylamino)-5-(5-(2-methylmorpholino)benzo[d]oxazol-2-yl)-2,7-naphthyridin-3-yl)cyclopropanecarboxamide CNC=1N=CC(=C2C=C(N=CC12)NC(=O)C1CC1)C=1OC2=C(N1)C=C(C=C2)N2C[C@@H](OCC2)C